O=C1NC(CCC1N1C(C2=CC=CC(=C2C1=O)NC=1C(=C2C=NN(C2=CC1)C1CCOCC1)C)=O)=O 2-(2,6-dioxo-3-piperidinyl)-4-[(4-methyl-1-tetrahydropyran-4-yl-indazol-5-yl)amino]isoindoline-1,3-dione